ethylmethyl phenyl phosphate P(=O)(OCCC)(OC1=CC=CC=C1)[O-]